OC1=C(C2=CC=C(C(=C2C=C1)OC)OC)C=O 2-hydroxy-5,6-dimethoxy-1-naphthaldehyde